N-(4-((4-chloro-5-(trifluoromethyl)pyrimidin-2-yl)amino)-3-methoxyphenyl)-4-oxoadamantan-1-carboxamide ClC1=NC(=NC=C1C(F)(F)F)NC1=C(C=C(C=C1)NC(=O)C12CC3C(C(CC(C1)C3)C2)=O)OC